N-(4-cyano-2-fluorophenyl)-4-(1-phenylethyl)-1H-pyrrole-3-sulfonamide C(#N)C1=CC(=C(C=C1)NS(=O)(=O)C1=CNC=C1C(C)C1=CC=CC=C1)F